(5S,8R)-5-fluoro-8-hydroxy-N-(2,3,4-trifluorobenzyl)-5,6,7,8-tetrahydroquinoline-5-carboxamide F[C@@]1(C=2C=CC=NC2[C@@H](CC1)O)C(=O)NCC1=C(C(=C(C=C1)F)F)F